C(=O)C1CCC(CC1)N1N=C2C=NC(=CC2=C1)C=1C(=NC(=CC1)C(F)(F)F)C(=O)N [2-(4-formylcyclohexyl)pyrazolo[3,4-c]Pyridin-5-yl]6-(trifluoromethyl)pyridine-2-carboxamide